(1R,4aS,10aR)-N-(6-aminopyrimidin-4-yl)-N-(4-fluorophenyl)-7-isopropyl-1,4a-dimethyl-1,2,3,4,4a,9,10,10a-octahydrophenanthrene-1-carboxamide NC1=CC(=NC=N1)N(C(=O)[C@@]1(CCC[C@@]2(C3=CC=C(C=C3CC[C@@H]12)C(C)C)C)C)C1=CC=C(C=C1)F